isopropyl 2-((2-cyclopropoxy-4-((2-(dimethyl-amino)ethyl)(methyl)amino)-5-nitrophenyl)amino)-4-(3,3,5-trimethyl-2,3-dihydro-1H-pyrrolo[3,2-b]pyridin-1-yl)pyrimidine-5-carboxylate C1(CC1)OC1=C(C=C(C(=C1)N(C)CCN(C)C)[N+](=O)[O-])NC1=NC=C(C(=N1)N1CC(C2=NC(=CC=C21)C)(C)C)C(=O)OC(C)C